C(C)(C)(C)C1=CC=C(C=C1)N1N=CC(=C1)C=1SC=C(N1)C(=O)N(C(C)C)C1CCNCC1 2-[1-(4-tert-butylphenyl)-1H-pyrazol-4-yl]-N-(piperidin-4-yl)-N-(propan-2-yl)-1,3-thiazole-4-carboxamide